N(=[N+]=[N-])CC1=CC=C(C=C1)N(C(OCCCC)=O)[C@@H]1C[C@@H](N(C2=CC=CC=C12)C(CC)=O)C butyl (4-(azidomethyl)phenyl)((2S,4R)-2-methyl-1-propionyl-1,2,3,4-tetrahydroquinolin-4-yl)carbamate